N,N-dimethyl-2-(5-(methylsulfonyl)-2-nitrophenoxy)ethan-1-amine CN(CCOC1=C(C=CC(=C1)S(=O)(=O)C)[N+](=O)[O-])C